ClC1=C(C(=CC(=C1)[N+](=O)[O-])Cl)F 1,3-bisChloro-2-fluoro-5-nitrobenzene